FC(C1=C2C=CN(C2=CC(=C1)[C@@H](C)N)COCC[Si](C)(C)C)F (1R)-1-[4-(difluoromethyl)-1-(2-trimethylsilylethoxymethyl)indol-6-yl]ethanamine